((S)-2-((tert-Butoxycarbonyl)(methyl)amino)-2-(3-iodo-4-methoxyphenyl)acetyl)-L-alanine methyl ester COC([C@@H](NC([C@H](C1=CC(=C(C=C1)OC)I)N(C)C(=O)OC(C)(C)C)=O)C)=O